OC1=CC=C(C=C1)C1CC1C(=O)O 3-(4-hydroxylphenyl)cyclopropane-1-carboxylic acid